FC(C(C)(O[Si](CC)(CC)CC)C)(F)C=1C(=C(C=CC1)[C@@H](C)NC=1C2=C(N=C(N1)C)C=NC(=C2)S(=O)(=O)C(C)(C)C)F N-[(1R)-1-(3-{1,1-difluoro-2-methyl-2-[(triethylsilyl)oxy]propyl}-2-fluorophenyl)ethyl]-2-methyl-6-(2-methylpropane-2-sulfonyl)pyrido[3,4-d]pyrimidin-4-amine